tert-butyl N-[(1S)-1-{[(1S,2S)-2-methyl-1-(methylcarbamoyl)butyl]carbamoyl}-2-(2-nitrophenyl)ethyl]carbamate C[C@H]([C@@H](C(NC)=O)NC(=O)[C@H](CC1=C(C=CC=C1)[N+](=O)[O-])NC(OC(C)(C)C)=O)CC